((R)-1-(p-Tolyl)-3-azabicyclo[3.1.0]hexane-3-carbonyl)-7-oxa-5-azaspiro[3.4]octan-6-one C1(=CC=C(C=C1)[C@@]12CN(CC2C1)C(=O)C1CCC12NC(OC2)=O)C